ClC=1C=CC=C2C=CC=C(C12)N1CC=2N=C(N=C(C2CC1)N1CC(CC1)N(C(OC(C)(C)C)=O)C)S(=O)C tert-butyl (1-(7-(8-chloronaphthalen-1-yl)-2-(methylsulfinyl)-5,6,7,8-tetrahydropyrido[3,4-d]pyrimidin-4-yl)pyrrolidin-3-yl)(methyl)carbamate